C(=O)(O)[C@@H](CC=1C=C(NC2=CC=C(C=C2)C[C@H](C(=O)O)[C@@H]2CNCC2)C=CC1)[C@@H]1CNCC1 (2S)-3-[4-[3-[(2S)-2-Carboxy-2-[(3R)-pyrrolidin-3-yl]ethyl]anilino]phenyl]-2-[(3R)-pyrrolidin-3-yl]propanoic acid